NC1=NC=NC=2N(C3=C(C=C(C=C3C21)C2=CC=C(C=C2)C)C)CC(=O)OC(C)(C)C tert-butyl 2-(4-amino-8-methyl-6-(p-tolyl)-9H-pyrimido[4,5-b]indol-9-yl)acetate